C(C)(C)(C)OC(=O)C1=NNC2=CC(=C(C=C12)NC1=NC=NC(=C1)NC1=NC=C(C=C1)Cl)OC tert-butoxycarbonyl-5-(6-((5-chloropyridin-2-yl)amino)pyrimidin-4-ylamino)-6-methoxyindazole